O[C@@H](C(=O)OC)C(C)C1=CC=CC=C1 Methyl (R)-2-hydroxy-3-phenylbutyrate